COC1=NC(=C2N=CN(C2=N1)C1OCCCC1)N 2-methoxy-9-(tetrahydro-2H-pyran-2-yl)-9H-purin-6-amine